tert-butyl (2S)-2-(cyanomethyl)-4-[8-fluoro-7-(8-methyl-1-naphthyl)pyrido[4,3-d]pyrimidin-4-yl]piperazine-1-carboxylate C(#N)C[C@@H]1N(CCN(C1)C=1C2=C(N=CN1)C(=C(N=C2)C2=CC=CC1=CC=CC(=C21)C)F)C(=O)OC(C)(C)C